3-amino-1-(1,5-dimethyl-1H-pyrazol-3-yl)pyridin-2(1H)-one NC=1C(N(C=CC1)C1=NN(C(=C1)C)C)=O